8-chloro-5-((2-(2-((6-fluoro-[1,2,4]triazolo[4,3-a]pyridin-7-yl)amino)ethyl)-2-azaspiro[3.3]heptan-6-yl)oxy)-3,4-dihydronaphthalen-1(2H)-one ClC=1C=CC(=C2CCCC(C12)=O)OC1CC2(CN(C2)CCNC2=CC=3N(C=C2F)C=NN3)C1